cobalt sulfur nitrogen carbon [C].[N].[S].[Co]